C(C(O)CO)OC(CCCCCCCCCCCCCCC)=O.C(CCC(=O)O)(=O)O succinic acid monoglyceryl-palmitate